C(N)(=O)C1(CC1)N(C(=O)C1=CC=C2C(=N1)C(CN2C2=CC(=C(C=C2)Cl)F)(C)C)C N-(1-carbamoylcyclopropyl)-1-(4-chloro-3-fluorophenyl)-N,3,3-trimethyl-2,3-dihydro-1H-pyrrolo[3,2-b]pyridine-5-carboxamide